CN(C=C(C(C)=O)C1=CC=NC=C1)C 4-(dimethylamino)-3-(pyridin-4-yl)but-3-en-2-one